(5'S,7a'R)-5'-(3,5-difluorophenyl)-3-methyltetrahydro-3'H-spiro[piperidine-4,2'-pyrrolo[2,1-b]oxazol]-3'-one FC=1C=C(C=C(C1)F)[C@@H]1CC[C@H]2OC3(C(N21)=O)C(CNCC3)C